NC(C(=O)O)(CCCCB(O)O)CCNCC1=CC=C(C=C1)OC 2-amino-6-borono-2-(2-(4-methoxybenzylamino)ethyl)hexanoic acid